C(C1=CC=CC=C1)N1C(C=2C=C(C(=NC2C=C1)C)C(=O)OCC)=O ethyl 6-benzyl-2-methyl-5-oxo-5,6-dihydro-1,6-naphthyridine-3-carboxylate